2-methoxyisonicotinamide COC=1C=C(C(=O)N)C=CN1